N-(5-(cis-3-((4-bromopyridin-3-yl)oxy)cyclopentyl)-1-(tert-butyl)-1H-pyrazol-3-yl)-2-(3-methylisoxazol-5-yl)acetamide BrC1=C(C=NC=C1)O[C@H]1C[C@H](CC1)C1=CC(=NN1C(C)(C)C)NC(CC1=CC(=NO1)C)=O